N-(5-bromo-2-((1-((3-(dimethylamino)propyl)amino)-1-oxo-3-phenylpropan-2-yl)carbamoyl)phenyl)-2-naphthamide BrC=1C=CC(=C(C1)NC(=O)C1=CC2=CC=CC=C2C=C1)C(NC(C(=O)NCCCN(C)C)CC1=CC=CC=C1)=O